isodecylether C(CCCCCCC(C)C)OCCCCCCCC(C)C